2-(2,4-difluorophenyl)-5-methylpyridine FC1=C(C=CC(=C1)F)C1=NC=C(C=C1)C